methyl (3S)-3-(3-(difluoromethoxy)-5-(trifluoromethyl)phenyl)-3-(2-(4-((5-fluoro-1,4,5,6-tetrahydropyrimidin-2-yl)amino)-1H-indazole-6-carboxamido)acetamido)propanoate trifluoroacetate FC(C(=O)O)(F)F.FC(OC=1C=C(C=C(C1)C(F)(F)F)[C@H](CC(=O)OC)NC(CNC(=O)C1=CC(=C2C=NNC2=C1)NC=1NCC(CN1)F)=O)F